N1C(=NC=C1)C=1C=C(C=CC1)NC(=O)C1C(=NN(C1=O)C1=CC(=CC=C1)OC)C N-(3-(1H-imidazol-2-yl)phenyl)-1-(3-methoxyphenyl)-3-methyl-5-oxo-4,5-dihydro-1H-pyrazole-4-carboxamide